(RS)-7-(3-(4-(1-(phenylsulfonyl)-1H-pyrrolo[2,3-b]pyridin-3-yl)thiazol-2-yl)phenyl)-6,7-dihydro-5H-cyclopenta[d]pyridin-7-ol C1(=CC=CC=C1)S(=O)(=O)N1C=C(C=2C1=NC=CC2)C=2N=C(SC2)C=2C=C(C=CC2)[C@@]2(CCC1=CC=NC=C12)O |r|